{9-[methyl-(7H-pyrrolo[2,3-d]pyrimidin-4-yl)-amino]-3-azaspiro[5.5]undec-3-yl}-methanone CN(C1CCC2(CCN(CC2)C=O)CC1)C=1C2=C(N=CN1)NC=C2